C(C)(C)(C)OC(=O)N1C(CCCC1)C(C)(F)S(=O)(=O)C=1C(=NN(C1)C)C(F)F (1-((3-(difluoromethyl)-1-methyl-1H-pyrazol-4-yl)sulfonyl)-1-fluoroethyl)piperidine-1-carboxylic acid tert-butyl ester